ethyl (S)-3-(benzyl((R)-1-phenylethyl)amino)-3-(3'-fluorobiphenyl-3-yl)propanoate C(C1=CC=CC=C1)N([C@@H](CC(=O)OCC)C=1C=C(C=CC1)C1=CC(=CC=C1)F)[C@H](C)C1=CC=CC=C1